C(C)(C)(C)OC(N(CCOC)\C(\N1N=CC=C1)=N/C(=O)OC(C)(C)C)=O.COCCC=1C=NN(C1)C1=CC=C(C=C1)CC(=O)N 4-[4-(2-methoxyethyl)-1H-pyrazol-1-yl]Phenyl-acetamide tert-butyl-(E)-(((tert-butoxycarbonyl)imino)(1H-pyrazol-1-yl)methyl)(2-methoxyethyl)carbamate